N1C=C(C=2C1=NC=CC2)C2=NC=CC(=N2)NC2(CN(C2)S(=O)(=O)CC)C(=O)NCC(F)(F)F 3-((2-(1H-pyrrolo[2,3-b]pyridin-3-yl)pyrimidin-4-yl)amino)-1-(ethanesulfonyl)-N-(2,2,2-trifluoroethyl)azetidine-3-carboxamide